7-[4-oxo-2-(p-toluenesulfonyloxy)pyrido[1,2-a]pyrimidin-7-yl]-4,7-diazaspiro[2.5]octane-4-carboxylic acid tert-butyl ester C(C)(C)(C)OC(=O)N1C2(CC2)CN(CC1)C=1C=CC=2N(C(C=C(N2)OS(=O)(=O)C2=CC=C(C)C=C2)=O)C1